ClC1=C(C=NN(C1=O)C1CCN(CC1)S(=O)(=O)N(C([2H])([2H])[2H])C1=NC=C(C=C1)C#N)NC[C@@]1(COCCC1)F 4-[5-chloro-4-({[(3S)-3-fluorooxan-3-yl]methyl}amino)-6-oxo-1,6-dihydropyridazin-1-yl]-N-(5-cyanopyridin-2-yl)-N-(2H3)methylpiperidine-1-sulfonamide